2-((S)-1-Acryloyl-4-((S)-2-(2-(dimethylamino)ethoxy)-7-(indolin-1-yl)-5,6,7,8-tetrahydroquinazolin-4-yl)piperazin-2-yl)acetonitrile C(C=C)(=O)N1[C@H](CN(CC1)C1=NC(=NC=2C[C@H](CCC12)N1CCC2=CC=CC=C12)OCCN(C)C)CC#N